tert-butyl (4aS,8aS)-4-[tert-butyl(diphenyl)silyl]oxy-2-oxo-1,3,4,4a,5,6,8,8a-octahydro-1,7-naphthyridine-7-carboxylate [Si](C1=CC=CC=C1)(C1=CC=CC=C1)(C(C)(C)C)OC1CC(N[C@@H]2CN(CC[C@H]12)C(=O)OC(C)(C)C)=O